2-((3S,4R)-3-fluoro-4-((2-(3-((2-methoxy-4-(methylsulfonyl)phenyl)amino)prop-1-yn-1-yl)-3-vinylimidazo[1,2-a]pyridin-8-yl)amino)piperidin-1-yl)ethan-1-ol F[C@H]1CN(CC[C@H]1NC=1C=2N(C=CC1)C(=C(N2)C#CCNC2=C(C=C(C=C2)S(=O)(=O)C)OC)C=C)CCO